manganese (II) diacetate C(C)(=O)[O-].C(C)(=O)[O-].[Mn+2]